C1CC12CCN(CC2)CC2=C(C=C(CNC1=C3C(N(C(C3=CC=C1)=O)C1C(NC(CC1)=O)=O)=O)C=C2)C 4-(4-(6-azaspiro[2.5]octan-6-ylmethyl)-3-methylbenzylamino)-2-(2,6-dioxopiperidin-3-yl)isoindoline-1,3-dione